(2-methylphenyl-amino)benzoic acid CC1=C(C=CC=C1)NC1=C(C(=O)O)C=CC=C1